ClC1=CC=C2C(=C1)NC[C@@]21[C@@H](N[C@H]([C@@H]1C1=C(C(=CC=C1)Cl)F)C(=O)O)CC(C)(C)C (2'S,3S,4'S,5'R)-6-chloro-4'-(3-chloro-2-fluorophenyl)-2'-neopentylspiro[indoline-3,3'-pyrrolidine]-5'-carboxylic acid